(5R)-3-[4'-(1,3-dimethylazetidine-3-sulfonyl)[1,1'-biphenyl]-4-yl]-5-(hydroxymethyl)-1,3-oxazolidin-2-one CN1CC(C1)(S(=O)(=O)C1=CC=C(C=C1)C1=CC=C(C=C1)N1C(O[C@H](C1)CO)=O)C